N,N'-bis-(3-(3,5-di-tert-butyl-4-hydroxyphenyl)propionyl)hexanediamine C(C)(C)(C)C=1C=C(C=C(C1O)C(C)(C)C)CCC(=O)NC(CCCCC)NC(CCC1=CC(=C(C(=C1)C(C)(C)C)O)C(C)(C)C)=O